carbon dioxide yttrium [Y].C(=O)=O